((5-cyclopropyl-3-(2,6-dichlorophenyl)isoxazol-4-yl)methoxy)piperidine-1-carboxylic acid tert-butyl ester C(C)(C)(C)OC(=O)N1C(CCCC1)OCC=1C(=NOC1C1CC1)C1=C(C=CC=C1Cl)Cl